Tetraethyl (((2-(3-(phenylsulfonamido)phenyl)thieno[2,3-d]pyrimidin-4-yl)amino)methylene)bis(phosphonate) C1(=CC=CC=C1)S(=O)(=O)NC=1C=C(C=CC1)C=1N=C(C2=C(N1)SC=C2)NC(P(OCC)(OCC)=O)P(OCC)(OCC)=O